O1N=CC=N1 furazan